ClC=1C=C(C=CC1OC1=CC=NC2=CC(=C(N=C12)C#N)OC)NC(=O)C1(CC1)C(=O)NC1=CC=C(C=C1)F 1-N'-[3-chloro-4-[(6-cyano-7-methoxy-1,5-naphthyridin-4-yl)oxy]phenyl]-1-N-(4-fluorophenyl)cyclopropane-1,1-dicarboxamide